L-6-fluoro-tryptophan FC=1C=C2NC=C(C[C@H](N)C(=O)O)C2=CC1